N-cyclohexylmethyl-p-tolylmethylamine C1(CCCCC1)CNCC1=CC=C(C=C1)C